benzyl (1S,4aR,5E,8aS)-5-(methoxymethylene)-1-methyl-1,3,4,4a,6,7,8,8a-octahydroisoquinoline-2-carboxylate CO\C=C/1\[C@@H]2CCN([C@H]([C@H]2CCC1)C)C(=O)OCC1=CC=CC=C1